Cl.S1C=NC=C1C1=C2CCOC(C2=CC=C1)CN (5-(Thiazol-5-yl)isochroman-1-yl)methanamine hydrochloride salt